N-(2-chloro-4-cyanobenzyl)-1-(4-fluorobenzyl)piperidine-4-carboxamide ClC1=C(CNC(=O)C2CCN(CC2)CC2=CC=C(C=C2)F)C=CC(=C1)C#N